BrC=1C=C(C=CC1OC=1C=NC(=CC1)N1CC(C1)CC1CCNCC1)C(C)(C)O 2-[3-bromo-4-[[6-[3-(4-piperidylmethyl)azetidin-1-yl]-3-pyridyl]oxy]phenyl]propan-2-ol